2-(tert-Butyl)-2',7-dimethyl-1'H-spiro[benzo[d][1,3]oxazine-4,4'-isoquinoline]-1',3'(2'H)-dione C(C)(C)(C)C=1OC2(C(N(C(C3=CC=CC=C23)=O)C)=O)C2=C(N1)C=C(C=C2)C